6,7-dihydro-5H-pyrrolo[1,2-b][1,2,4]triazole-2-carbaldehyde N1=C2N(N=C1C=O)CCC2